1-(2-Fluoro-4-(4,4,5,5-tetramethyl-1,3,2-dioxaborolan-2-yl)phenyl)-3-(1-(4-fluorophenyl)-3-(1-(trifluoromethyl)cyclopropyl)-1H-pyrazol-5-yl)urea FC1=C(C=CC(=C1)B1OC(C(O1)(C)C)(C)C)NC(=O)NC1=CC(=NN1C1=CC=C(C=C1)F)C1(CC1)C(F)(F)F